1,14-eicosandiol C(CCCCCCCCCCCCC(CCCCCC)O)O